((2S,4R,5R)-4-acetoxy-5-(2-amino-7-((3-hydroxyisoxazol-5-yl)methyl)-8-oxo-7,8-dihydro-9H-purin-9-yl)tetrahydrofuran-2-yl)methylacetat C(C)(=O)O[C@@H]1C[C@H](O[C@H]1N1C2=NC(=NC=C2N(C1=O)CC1=CC(=NO1)O)N)COC(C)=O